ClC=1C2=C(N=CN1)N(C(C(=C2)C2CCS(CC2)(=O)=O)=O)CCCC=C 4-chloro-6-(1,1-dioxidotetrahydro-2H-thiopyran-4-yl)-8-(pent-4-en-1-yl)pyrido[2,3-d]pyrimidin-7(8H)-one